O[C@H](CN1[C@H]2CN(C[C@@H]1CC2)C=2C=CC(=C(C(=O)N[C@H](C)C1=CC(=CC(=C1)C=1C=NN(C1)C)OC)C2)C)CO 5-[(1R,5s)-8-[(2R)-2,3-dihydroxypropyl]-3,8-diazabicyclo[3.2.1]oct-3-yl]-N-[(1R)-1-[3-methoxy-5-(1-methylpyrazol-4-yl)phenyl]ethyl]-2-methyl-benzamide